C(C1=CC=CC=C1)C(C1=CC=CC=C1)CC1=CC=CC=C1 Di-Benzyl-Toluene